benzyl 6-(hydroxymethyl)-4-phenylisoindoline-2-carboxylate OCC1=CC(=C2CN(CC2=C1)C(=O)OCC1=CC=CC=C1)C1=CC=CC=C1